N12C[C@H](C(CC1)CC2)OC(N[C@@H]2C(CC1=CC(=C(C=C21)F)Br)(C)C)=O (S)-quinuclidin-3-yl((R)-5-bromo-6-fluoro-2,2-dimethyl-2,3-dihydro-1H-inden-1-yl)carbamate